C(C)C(CCC(=O)[O-])CCCCCCCCCC(=O)[O-] 4-ethyl-tetradecanedioic acid anion